5,5'-di(trimethylstannyl)-2,2'-bithiophene C[Sn](C1=CC=C(S1)C=1SC(=CC1)[Sn](C)(C)C)(C)C